((2R,3S,5R)-5-(6-amino-2-fluoro-9H-purin-9-yl)-2-ethynyl-3-(((hexyloxy)carbonyl)oxy) tetrahydrofuran-2-yl)methyl decanoate C(CCCCCCCCC)(=O)OC[C@]1(O[C@H](C[C@@H]1OC(=O)OCCCCCC)N1C2=NC(=NC(=C2N=C1)N)F)C#C